C(C)(=O)OC1C(COC(C(CC(CC(CC(CN(C1C)C)C)C)C)C)=O)C 3,5,6,8,10,12,14-heptamethyl-15-oxo-1-oxa-6-azacyclopentadecan-4-yl acetate